tert-butyl 6-((2-((1-methyl-1H-pyrazol-3-yl) methyl)-1-oxo-1,2-dihydro-phthalazin-6-yl) thio)-2,3-dihydro-4H-benzo[b][1,4]oxazine-4-carboxylate CN1N=C(C=C1)CN1C(C2=CC=C(C=C2C=N1)SC1=CC2=C(OCCN2C(=O)OC(C)(C)C)C=C1)=O